CC1=CC=C(C=C1)C=CC(C)C1=CC=CC=C1 1-p-methylphenyl-3-phenyl-1-butene